O1CCOC2=C1C=CC(=C2)C2=CC=CC=C2C#N 6-(2,3-dihydro-1,4-benzodioxin-6-yl)benzonitrile